C(C(CCCCCCCCCC)N)N 1,2-Dodecanediamine